N1C=C(C2=CC=CC=C12)CC(=O)O indol-3-ACETIC ACID